5-phenyl-1,2,4-oxadiazole C1(=CC=CC=C1)C1=NC=NO1